tert-butyl 6-((6-cyano-4-(4-methoxypiperidin-1-yl) pyridin-2-yl) amino)-1H-indole-1-carboxylate C(#N)C1=CC(=CC(=N1)NC1=CC=C2C=CN(C2=C1)C(=O)OC(C)(C)C)N1CCC(CC1)OC